C(C)(=O)NC=1SC(=C(N1)C(=O)NC1=C(C(=C(C(=C1F)F)C1=CC(=CC=C1)OC([2H])([2H])[2H])F)F)C(=O)NOC([2H])([2H])[2H] 2-Acetamido-N5-(methoxy-d3)-N4-(2,3,5,6-tetrafluoro-3'-(methoxy-d3)-[1,1'-bi-phenyl]-4-yl)thiazole-4,5-dicarboxamide